tert-butyl (1S,4S)-5-[4-[2,3-difluoro-4-[[(2S)-tetrahydrofuran-2-yl]methoxy]anilino]-7-fluoro-pyrido[3,2-d]pyrimidin-6-yl]-2,5-diazabicyclo[2.2.1]heptane-2-carboxylate FC1=C(NC=2C3=C(N=CN2)C=C(C(=N3)N3[C@@H]2CN([C@H](C3)C2)C(=O)OC(C)(C)C)F)C=CC(=C1F)OC[C@H]1OCCC1